4-{[(cyclobutylmethyl)amino]methyl}-7,7-difluoro-5H,6H-cyclopenta[b]pyridine-2-carboxylic acid C1(CCC1)CNCC1=C2C(=NC(=C1)C(=O)O)C(CC2)(F)F